5-((3-Acetamidophenyl)amino)-2-methylimidazo[1,2-c]quinazoline-8-carboxylic acid C(C)(=O)NC=1C=C(C=CC1)NC1=NC=2C=C(C=CC2C=2N1C=C(N2)C)C(=O)O